2-([1,1'-biphenyl]-2-yl-(octyl)amino)-2-oxoacetic acid C1(=C(C=CC=C1)N(C(C(=O)O)=O)CCCCCCCC)C1=CC=CC=C1